benzoyl-hydroxylamine trifluoromethanesulfonate FC(S(=O)(=O)O)(F)F.C(C1=CC=CC=C1)(=O)NO